C(=O)(O)C1=CC=C(C2=CC=CC=C12)C(=O)O 1,4-dicarboxylnaphthalene